C(C1CN(CCO1)C=1C=CC2=C(N=C(O2)C2=C3C=C(N=CC3=C(N=C2)NC)NC(=O)C2CC2)C1)([2H])([2H])[2H] N-(5-(5-(2-(methyl-d3)morpholinyl)benzo[d]oxazol-2-yl)-8-(methylamino)-2,7-naphthyridin-3-yl)cyclopropanecarboxamide